C(C)(C)(C)OC(=O)N1CC(C2=C(CC1)C=C(C=C2)N)(C)C 7-amino-1,1-dimethyl-1,2,4,5-tetrahydro-3H-benzo[d]azepine-3-carboxylic acid tert-butyl ester